1-(2,2,3,6-tetramethylcyclohexyl)but-2-en-1-one CC1(C(C(CCC1C)C)C(C=CC)=O)C